ethyl 4-benzyl-1-[bromo(difluoro)methyl]pyrazole-3-carboxylate C(C1=CC=CC=C1)C=1C(=NN(C1)C(F)(F)Br)C(=O)OCC